4-[5-(6-Acetyl-2,6-diazaspiro[3.3]heptan-2-carbonyl)-2-methoxyphenyl]-6-butyl-1H-pyrrolo-[2,3-c]pyridin-7-on C(C)(=O)N1CC2(CN(C2)C(=O)C=2C=CC(=C(C2)C=2C3=C(C(N(C2)CCCC)=O)NC=C3)OC)C1